N6,N6-ethanoadenine N1=CN=C2N=CNC2=C1N1CC1